CS(=NC(C1=CC=C(C=C1)C1=NOC(=N1)C(F)(F)F)=O)(CCC)=O N-(methyl(oxo)(propyl)-λ6-sulfaneylidene)-4-(5-(trifluoromethyl)-1,2,4-oxadiazol-3-yl)benzamide